FC1([C@@H](C1)N1N=C(C(=C1)C=1N=CC2=C(N1)OC(=C2)C=2N=CN(C2)C)C2=CC=C(C=C2)F)F {1-[(1R)-2,2-difluorocyclopropyl]-3-(4-fluorophenyl)-1H-pyrazol-4-yl}-6-(1-methyl-1H-imidazol-4-yl)furo[2,3-d]pyrimidine